4-((2-oxo-4-(trifluoromethyl)-2H-benzopyran-7-yl)amino)benzonitrile O=C1OC2=C(C(=C1)C(F)(F)F)C=CC(=C2)NC2=CC=C(C#N)C=C2